N-(1-(2-fluorophenoxy)-2,4-dimethylpent-4-en-2-yl)-5,6,7,8-tetrahydroquinoline-3-carboxamide FC1=C(OCC(CC(=C)C)(C)NC(=O)C=2C=NC=3CCCCC3C2)C=CC=C1